2-(3-(4-methoxyphenyl)-6-oxopyridazin-1(6H)-yl)-N-(3-methylbenzyl)acetamide COC1=CC=C(C=C1)C1=NN(C(C=C1)=O)CC(=O)NCC1=CC(=CC=C1)C